6-(((E)-9-((stearoyloxy)methyl)octadec-10-enoyl)oxy)hexyl (E)-10-((stearoyloxy)methyl)octadec-8-enoate C(CCCCCCCCCCCCCCCCC)(=O)OCC(/C=C/CCCCCCC(=O)OCCCCCCOC(CCCCCCCC(\C=C\CCCCCCC)COC(CCCCCCCCCCCCCCCCC)=O)=O)CCCCCCCC